O=C1NC(CCC1NC(=O)C1=CC=C(C=C1)N1CCN(CC1)CCC(=O)N1CCC(CC1)NC(OC(C)(C)C)=O)=O tert-butyl (1-(3-(4-(4-((2,6-dioxopiperidin-3-yl)carbamoyl)phenyl)piperazin-1-yl)propanoyl)piperidin-4-yl)carbamate